F[C@H]1C(C[C@H]2[C@H](C([C@H]3[C@@H]4CC[C@H]([C@@H](CCC(=O)O)C)[C@]4(CC[C@@H]3[C@]2(C1)C)C)=O)CC)=O 2α-fluoro-3,7-dioxo-6α-ethyl-5β-cholanic acid